CN([C@@H](C(=O)O)C)C(=O)OC(C)(C)C (2R)-2-[methyl-[(2-methylpropan-2-yl)oxycarbonyl]amino]propanoic acid